4-[(1R)-1-Cyclobutylethoxy]-6-(4,4,5,5-tetramethyl-1,3,2-dioxaborolan-2-yl)pyrazolo[1,5-a]pyridine-3-carbonitrile C1(CCC1)[C@@H](C)OC=1C=2N(C=C(C1)B1OC(C(O1)(C)C)(C)C)N=CC2C#N